alpha-ethoxy-ortho-cresol C(C)OCC1=CC=CC=C1O